1-((2-(trimethylsilyl)ethoxy)methyl)-1,3-dihydro-2H-pyrrolo[3,2-c]pyridin-2-one C[Si](CCOCN1C(CC=2C=NC=CC21)=O)(C)C